[4-(4'-methyl-2,2'-bipyridine-4'-yl)-butyric acid] ruthenium (II) [Ru+2].CC1(CC(=NC=C1)C1=NC=CC=C1)CCCC(=O)O